[N+](=O)([O-])C1=CC=C(C=C1)N1CCN(CC1)C1CCNCC1 1-(4-nitrophenyl)-4-(4-piperidyl)piperazine